OCCNS(=O)(=O)C1=CC=C(C=C1)C=1N=NN(N1)CC1OCCCC1 N-(2-hydroxyethyl)-4-(2-((tetrahydro-2H-pyran-2-yl)methyl)-2H-tetrazol-5-yl)benzenesulfonamide